C(C)(=O)OC1=C2C(=CN(C2=CC=C1)C1(CC1)\C=C\C(C)=O)[N+](=O)[O-] (E)-3-nitro-1-(1-(3-oxobut-1-en-1-yl)cyclopropyl)-1H-indol-4-yl acetate